2-(benzo[d][1,3]dioxol-5-ylsulfanyl)-7-chloro-1-methyl-5-(2-methylpyridin-3-yl)-1,5-dihydro-4H-imidazo[4,5-c]quinolin-4-one O1COC2=C1C=CC(=C2)SC=2N(C1=C(C(N(C=3C=C(C=CC13)Cl)C=1C(=NC=CC1)C)=O)N2)C